butyl p-hydroxybenzoate (butyl para-hydroxybenzoate) C(CCC)C1=C(C(=O)O)C=CC(=C1)O.OC1=CC=C(C(=O)OCCCC)C=C1